(S)-3-(4-((1-cyclopentyl-3-(2,3-difluoro-4-hydroxyphenyl)-1H-indazol-6-yl)methoxy)phenyl)butanoic acid C1(CCCC1)N1N=C(C2=CC=C(C=C12)COC1=CC=C(C=C1)[C@H](CC(=O)O)C)C1=C(C(=C(C=C1)O)F)F